C(\C=C\C(=O)O)(=O)O.C(\C=C\C(=O)O)(=O)O.ClC1=CC(=C(CN2C[C@@H](CC2)CN)C=C1Cl)OCC1CC1 (S)-(1-(4,5-dichloro-2-(cyclopropylmethoxy)benzyl)pyrrolidin-3-yl)methanamine difumarate